N2-(3-fluorophenethyl)-N4-(2-(4-methylpiperazin-1-yl)ethyl)quinazoline-2,4-diamine FC=1C=C(CCNC2=NC3=CC=CC=C3C(=N2)NCCN2CCN(CC2)C)C=CC1